COC1=CC=C(C=N1)C1=CN(C2=NC=C(C=C21)C2=CC=NN2C2CCN(CC2)C)S(=O)(=O)C2=CC=C(C)C=C2 3-(6-methoxypyridin-3-yl)-5-(1-(1-methylpiperidin-4-yl)-1H-pyrazol-5-yl)-1-tosyl-1H-pyrrolo[2,3-b]pyridine